5-(trimethylstannyl)pyrazolo[1,5-a]Pyridine C[Sn](C1=CC=2N(C=C1)N=CC2)(C)C